CC=C(C(=O)O)C.O water (methyl methacrylate)